FC1=C(OC=2C=C3CCCC(C3=CC2)=O)C=CC(=C1)F 6-(2,4-difluorophenoxy)-1,2,3,4-tetrahydronaphthalen-1-one